N1N=CC2=CC(=CC=C12)C1=C(C(=NC(=C1)C(F)(F)F)N)N 1H-Indazol-5-yl-6-(trifluoromethyl)pyridine-2,3-diamine